NC=1C(=CC(=C(C1)C=1C=C2C3(C(N(CC2=CN1)C1=C(C(=CC(=C1F)OC)OC)F)=O)CC3)C)F 6'-(5-amino-4-fluoro-2-methylphenyl)-2'-(2,6-difluoro-3,5-dimethoxyphenyl)-1'h-spiro[cyclopropane-1,4'-[2,7]naphthyridine]-3'(2'h)-one